3-cyano-N-(trans-4-(4-(trifluoromethyl)benzyloxy)pyrrolidin-3-yl)benzenesulfonamide C(#N)C=1C=C(C=CC1)S(=O)(=O)N[C@@H]1CNC[C@H]1OCC1=CC=C(C=C1)C(F)(F)F